C(C)(C)(C)OC(=O)N(CC#CC1=C(C=CC(=C1)F)NC1=C(C(=O)OC)C=C(C(=C1)F)F)C1=NC(=CC=C1[N+](=O)[O-])OC methyl 2-((2-(3-((tert-butoxycarbonyl) (6-methoxy-3-nitropyridin-2-yl) amino)-prop-1-yn-1-yl)-4-fluorophenyl) amino)-4,5-difluoro-benzoate